COC(C1=CC=C(C(=O)OC)C=C1)=O.C1CCC=CC1 4-cyclohexene dimethyl-terephthalate